C(CC)C(C(=O)O)=C 2-propylprop-2-enoic acid